C1(=CC=C(C=C1)C1=NC(=CC(=C1)C(F)(F)F)C1=CC=C(C=C1)C)C 2,6-di-p-tolyl-4-(trifluoromethyl)pyridine